Nα-carboxy-methyl-lysine C(=O)(O)N([C@@H](CCCCN)C(=O)O)C